C(C)(C)(C)OC(=O)N1OC(C[C@H]1C1=NC=C(C=C1)C#N)O (3S)-3-(5-cyano-2-pyridinyl)-5-hydroxy-isoxazolidine-2-carboxylic acid tert-butyl ester